3,5-pyridinedicarboxaldehyde N1=CC(=CC(=C1)C=O)C=O